(2s,4s)-4-(methoxymethoxy)pyrrolidine-1,2-dicarboxylic acid 1-(tert-butyl) 2-methyl ester COC(=O)[C@H]1N(C[C@H](C1)OCOC)C(=O)OC(C)(C)C